CSC1=NC(=C2NC=NC2=N1)NCCC(=C)C methylthio-N6-isopentenyladenine